5-chloro-2-[[6-chloro-3-(4-hydroxy-1-piperidinyl)-4-quinolinyl]amino]benzoic acid ClC=1C=CC(=C(C(=O)O)C1)NC1=C(C=NC2=CC=C(C=C12)Cl)N1CCC(CC1)O